CC=1C=C(C(=O)OC)C=CC1 Methyl meta-methylbenzoate